C1N(CCC2=CC=CC=C12)C[C@H](CN1CCN(C2=C(C1=O)C=CC(=C2)OC2CN(CC2)C)C)O 4-[(2R)-3-(3,4-dihydro-1H-isoquinolin-2-yl)-2-hydroxy-propyl]-1-methyl-8-(1-methyl-pyrrolidin-3-yl)oxy-2,3-dihydro-1,4-benzodiazepin-5-one